O1COC(=C1)C=O Dioxole-4-carbaldehyde